O1NCOC=CC1 2,3-dihydro-7H-1,4,2-dioxaazepin